tert-butyl ((3-chloro-5-methyl-6-(thiazol-4-ylmethoxy)-1H-indol-2-yl)methyl)carbamate ClC1=C(NC2=CC(=C(C=C12)C)OCC=1N=CSC1)CNC(OC(C)(C)C)=O